2-ethyl-9-methacryloyloxy-10-phenoxy-1,2,3,4-tetrahydroanthracene C(C)C1CC2=C(C3=CC=CC=C3C(=C2CC1)OC1=CC=CC=C1)OC(C(=C)C)=O